Dimethylphosphonamidate CN(P([O-])=O)C